3-bromo-6-(4-(4-fluorophenyl)-1-isopropyl-1H-imidazol-5-yl)quinoline BrC=1C=NC2=CC=C(C=C2C1)C1=C(N=CN1C(C)C)C1=CC=C(C=C1)F